(±)-3-((1,1,1-trifluoropropan-2-yl)oxy)benzonitrile FC([C@@H](C)OC=1C=C(C#N)C=CC1)(F)F |r|